5-FLUORO-N-(4-(4-((1-HYDROXY-2-METHYL-PROPAN-2-YL)CARBAMOYL)BICYCLO[2.2.2]OCTAN-1-YL)PHENYL)ISOINDOLINE-2-CARBOXAMIDE FC=1C=C2CN(CC2=CC1)C(=O)NC1=CC=C(C=C1)C12CCC(CC1)(CC2)C(NC(CO)(C)C)=O